para-formylbenzaldehyde C(=O)C1=CC=C(C=O)C=C1